F[C@@H]1CN(CC1)C=1N=CC(=NC1)N 5-[(3S)-3-fluoropyrrolidin-1-yl]pyrazin-2-amine